CC1=NC=C(C=N1)C=1C=C2C=3CCCC(C3NC2=CC1)N[C@@H](C)C1=CC=CC=C1 6-(2-methylpyrimidin-5-yl)-N-((S)-1-phenylethyl)-2,3,4,9-tetrahydro-1H-carbazol-1-amine